ClC=1C=C(C=CC1)C1=NN=C(O1)CSC1=NC(=CC(=N1)N)C 2-({[5-(3-Chlorophenyl)-1,3,4-oxadiazol-2-yl]methyl}sulfanyl)-6-methylpyrimidin-4-amin